ClC1=C(C=CC=C1)C1N(CCC1)C1=NC=C(C(=O)N[C@H](C)\C=C\S(=O)(=O)C)C=C1F 6-(2-(2-chlorophenyl)pyrrolidin-1-yl)-5-fluoro-N-((R,E)-4-(methylsulfonyl)but-3-en-2-yl)nicotinamide